C1(=CC=CC=C1)N1N=C(C=C1)OC1=CC(=C(C=C1C)NC=N)C N-(4-((1-phenyl-1H-pyrazol-3-yl)oxy)-2,5-dimethylphenyl)formamidine